CS(=O)(=O)O[C@@H]1C(N(CC1)C([2H])([2H])C1=C(C=C(C=C1)C([2H])([2H])[2H])F)=O (S)-1-((2-fluoro-4-(methyl-d3)phenyl)methyl-d2)-2-oxopyrrolidin-3-yl methanesulfonate